8-[(3-methylcyclohexyl)oxy]octanoic acid CC1CC(CCC1)OCCCCCCCC(=O)O